tert-butyl ((5-(6-((2R,3R)-2,3-dimethylmorpholino)-4-((methylsulfonyl)methyl)pyridin-2-yl)-1H-pyrrolo[3,2-b]pyridin-2-yl)methyl)(methyl)carbamate C[C@H]1OCCN([C@@H]1C)C1=CC(=CC(=N1)C1=CC=C2C(=N1)C=C(N2)CN(C(OC(C)(C)C)=O)C)CS(=O)(=O)C